C(C)(C)(C)C=1C=C(C=C(C1O)C(C)(C)C)CCC(=O)OC methyl 3-(3,5-di-tert-butyl-4-hydroxyphenyl)propionate